FC1=CC=C(OC2=CC=C(C=C2)C2=CC3=C(C(N(C(O3)=O)CC(=O)O)=O)N=C2)C=C1 2-{7-[4-(4-fluorophenoxy)phenyl]-2,4-dioxo-2H-pyrido[2,3-e][1,3]oxazin-3(4H)-yl}acetic acid